COC1=C(C=C(C=C1)C12NCC(N(C1)C)C2)[N+](=O)[O-] (4-methoxy-3-nitrophenyl)-5-methyl-2,5-diazabicyclo[2.2.1]Heptane